(1-(2,6-Dioxopiperidin-3-yl)-3-methyl-2-oxo-2,3-dihydro-1H-benzo[d]imidazol-4-yl)-3,6,9,12-tetraoxatetradecan-1-oic acid O=C1NC(CCC1N1C(N(C2=C1C=CC=C2C(C(=O)O)OCCOCCOCCOCC)C)=O)=O